C12(CC3CC(CC(C1)C3)C2)NC2=C3C(N(C(=NC3=CC=C2)C)C2C(NC(CC2)=O)=O)=O 3-(5-(((1s,3s)-adamantan-1-yl)amino)-2-methyl-4-oxoquinazolin-3(4H)-yl)piperidine-2,6-dione